4-bromo-2-fluoro-6-[4-(2-methylpropanoyl)piperazin-1-yl]benzaldehyde BrC1=CC(=C(C=O)C(=C1)N1CCN(CC1)C(C(C)C)=O)F